C(#N)C(C(=O)NC(OCC)=O)=NNC1=CC(=C(C(=C1)Cl)OC1=CN(C(C=C1)=O)CC1=CC(=CC=C1)OC)Cl ethyl (2-cyano-2-(2-(3,5-dichloro-4-((1-(3-methoxybenzyl)-6-oxo-1,6-dihydropyridin-3-yl)oxy)phenyl)hydrazono)acetyl)carbamate